1-phenoxy-2,1-ethyleneglycol O(C1=CC=CC=C1)C(CO)O